(S)-5-(2-methylmorpholino)benzo[d]oxazole C[C@@H]1OCCN(C1)C=1C=CC2=C(N=CO2)C1